4-(piperazin-1-yl)oxetan-2-one hydrochloride Cl.N1(CCNCC1)C1CC(O1)=O